4-[3-chloro-2-[2-(2-chloro-4-pyridinyl)ethyl]-6-fluoro-phenyl]-5-hydroxy-2,6-dimethyl-pyridazin-3-one ClC=1C(=C(C(=CC1)F)C=1C(N(N=C(C1O)C)C)=O)CCC1=CC(=NC=C1)Cl